Methyl 2-(8-oxabicyclo[3.2.1]octan-3-yl)-7-isopropoxyimidazo[1,2-a]pyridine-6-carboxylate C12CC(CC(CC1)O2)C=2N=C1N(C=C(C(=C1)OC(C)C)C(=O)OC)C2